dihydro-1,4-dioxine O1CCOC=C1